C1(CCC1)C=1NC(=NN1)C1CC2(CN(C2)C(=O)N2CC3(CN(C3)S(=O)(=O)C3=CC=C(C=C3)OC(F)(F)F)C2)C1 [6-(5-cyclobutyl-4H-1,2,4-triazol-3-yl)-2-azaspiro[3.3]heptan-2-yl]-[2-[4-(trifluoromethoxy)phenyl]sulfonyl-2,6-diazaspiro[3.3]heptan-6-yl]methanone